(2R)-2-[5-(1-cyclopropyl-4-methyl-1H-pyrazol-5-yl)-1,2,4-oxadiazol-3-yl]-1,1-difluoro-6-azaspiro[2.5]octane-6-sulfonamide C1(CC1)N1N=CC(=C1C1=NC(=NO1)[C@@H]1C(C12CCN(CC2)S(=O)(=O)N)(F)F)C